1-(3-chloro-6-methoxy-5-nitropyridin-2-yl)-N,N-dimethylpiperidin-4-amine ClC=1C(=NC(=C(C1)[N+](=O)[O-])OC)N1CCC(CC1)N(C)C